tert-butyl (5-chloro-3-cyclopropylpyrazolo[1,5-a]pyrimidin-7-yl)((1-methyl-4-(pyridin-2-yl)-1H-imidazol-2-yl)methyl)carbamate ClC1=NC=2N(C(=C1)N(C(OC(C)(C)C)=O)CC=1N(C=C(N1)C1=NC=CC=C1)C)N=CC2C2CC2